C(#N)C1=CC=C(C=C1)C(C)P(OCC)(=O)C ethyl (1-(4-cyanophenyl)ethyl)(methyl)phosphinate